COC(=O)[C@@H]1CN(CC[C@H]1NC(=O)C1=CC(=NO1)C1=C(C=C(C=C1)F)F)C1CCCC1 |r| rac-(3R,4R)-1-cyclopentyl-4-{[3-(2,4-difluoro-phenyl)-isoxazole-5-carbonyl]-amino}-piperidine-3-carboxylic acid methyl ester